FC1=C(OC=2N=CC(=NC2)NC([C@H](C)N2CC(N(CC2)C(=O)C2=NC=C(N=C2)OCC(F)(F)F)(C)C)=O)C=CC(=C1)F (S)-N-(5-(2,4-difluorophenoxy)pyrazin-2-yl)-2-(3,3-dimethyl-4-(5-(2,2,2-trifluoroethoxy)pyrazine-2-carbonyl)piperazin-1-yl)propanamide